5-(4-((2-(3-ethylureido)-5-methoxypyridin-4-yl)methyl)piperazin-1-yl)-N,6-dimethylpicolinamide C(C)NC(NC1=NC=C(C(=C1)CN1CCN(CC1)C=1C=CC(=NC1C)C(=O)NC)OC)=O